1-(4-chlorophenyl)-2-propen-1-ol ClC1=CC=C(C=C1)C(C=C)O